bis(cyclooctadiene) iridium (I) tetrakis[3,5-bis(trifluoromethyl)phenyl]borate FC(C=1C=C(C=C(C1)C(F)(F)F)[B-](C1=CC(=CC(=C1)C(F)(F)F)C(F)(F)F)(C1=CC(=CC(=C1)C(F)(F)F)C(F)(F)F)C1=CC(=CC(=C1)C(F)(F)F)C(F)(F)F)(F)F.[Ir+].C1=CC=CCCCC1.C1=CC=CCCCC1